FC1=CC=C(OC2=CC=C(C(=O)NCC(=O)N3CC4(OCCO4)C[C@H]3C(=O)OCC3=CC=CC=C3)C=C2)C=C1 benzyl (S)-7-((4-(4-fluorophenoxy)benzoyl)glycyl)-1,4-dioxa-7-azaspiro[4.4]nonane-8-carboxylate